ClC=1C=C(CNC2=NC(=NC3=CC=C(C=C23)C=2C(=NOC2C)C)C(=O)NCC=2N=C(SC2)C)C=CC1 4-((3-chlorobenzyl)amino)-6-(3,5-dimethylisoxazol-4-yl)-N-((2-methylthiazol-4-yl)methyl)quinazoline-2-carboxamide